tetrahydrospiro[indene-2,4'-pyran]-1(3H)-one O1CCC2(CC1)C(C1=CC=CC=C1C2)=O